NC1=NC=C(N1C)C 2-amino-3,4-dimethylimidazole